FC(OC1=CC=2N(C=C1)C=CN2)F 7-(difluoromethoxy)imidazo[1,2-a]pyridine